COCOC=1C(=C(C=NC1)B(O)O)C [5-(methoxymethoxy)-4-methyl-3-pyridinyl]boronic acid